5-fluoro-4-(4-fluoro-2-methoxyphenyl)-N-(4-methylpyridin-2-yl)pyrimidin-2-amine FC=1C(=NC(=NC1)NC1=NC=CC(=C1)C)C1=C(C=C(C=C1)F)OC